(S)-tert-butyl 3-(4-amino-3-((1-cyclopropyl-1H-benzo[d]imidazol-5-yl)ethynyl)-7-formyl-1H-pyrazolo[4,3-c]pyridin-1-yl)pyrrolidine-1-carboxylate NC1=NC=C(C2=C1C(=NN2[C@@H]2CN(CC2)C(=O)OC(C)(C)C)C#CC2=CC1=C(N(C=N1)C1CC1)C=C2)C=O